OC[C@@H]1C[C@]2(CN1C(=O)OCCCC)C1=C(NC(O2)=O)C=CC=C1 butyl (4R,5'S)-5'-(hydroxymethyl)-2-oxo-1,2-dihydrospiro[benzo[d][1,3]oxazine-4,3'-pyrrolidine]-1'-carboxylate